S1C(=NC2=C1C=CC=C2)NC2=C(C=C(N=N2)N(C=2SC(=C(N2)C(=O)O)CCCOC2=C(C=C(C=C2)C#CCN(C)C)F)CCCC(=O)O)C 2-({6-[(1,3-Benzothiazol-2-yl)amino]-5-methylpyridazin-3-yl}(3-carboxypropyl)amino)-5-(3-{4-[3-(dimethylamino)prop-1-yn-1-yl]-2-fluorophenoxy}propyl)-1,3-thiazole-4-carboxylic acid